tert-Butyl 2-[1-(2-imidazo[1,2-a]pyridine-2-yl-6-methyl-4-oxo-chromen-8-yl)ethylamino]benzoate N=1C(=CN2C1C=CC=C2)C=2OC1=C(C=C(C=C1C(C2)=O)C)C(C)NC2=C(C(=O)OC(C)(C)C)C=CC=C2